BrC1=CC=2C(OCC3=NN(C=C3C3=C(C=C(C(NS(C(=C1O)C2)(=O)=O)=C3)F)F)C)=O 12-bromo-18,20-difluoro-13-hydroxy-4-methyl-15,15-dioxo-8-oxa-15λ6-thia-4,5,16-triazatetracyclo[15.3.1.110,14.02,6]docosa-1(20),2,5,10(22),11,13,17(21),18-octaen-9-one